C(C1=CC=CC=C1)OC1=C2C[C@H](N(CC2=CC=C1OC)C=1OC2=C(N1)C=CC(=C2)Cl)C(=O)O (S)-5-(benzyloxy)-2-(6-chlorobenzo[d]oxazol-2-yl)-6-methoxy-1,2,3,4-tetrahydroisoquinoline-3-carboxylic acid